C(C1=CC=CC=C1)N1[C@@H]2[C@H](C[C@H](C1)C2)O (1S,4R,6S)-2-benzyl-2-azabicyclo[2.2.1]heptan-6-ol